C(C)(=O)NC=1C=C(C(=CC1)C=CC=1C(=CC(=CC1)N=C=O)S(=O)(=O)O)S(=O)(=O)O 4-acetamido-4'-isocyanato-stilbene-2,2'-disulfonic acid